bis(3,5-dimethyl-4-iminophenyl)methane Tert-butyl-4-((tert-butoxycarbonyl)amino)-3-chloro-3',6'-dihydro-[2,4'-bipyridine]-1'(2'H)-carboxylate C(C)(C)(C)OC(=O)N1CCC(=CC1)C1=NC=CC(=C1Cl)NC(=O)OC(C)(C)C.CC1C=C(C=C(C1=N)C)CC1=CC(C(C(=C1)C)=N)C